dimethyldicyclohexyl-cyclohexanide CC1[C-](CCC(C1)(C1CCCCC1)C1CCCCC1)C